FC(=C)CC 2-fluorobutene